(4,4'-bis(benzyloxy)-2'-fluoro-5,5'-dimethyl-[1,1'-biphenyl]-2-yl)cyclopropan-1-ol C(C1=CC=CC=C1)OC1=CC(=C(C=C1C)C1=C(C=C(C(=C1)C)OCC1=CC=CC=C1)F)C1(CC1)O